2,3,4,5-tetrahydro-1,2,5-benzothiadiazepine 1,1-dioxide S1(NCCNC2=C1C=CC=C2)(=O)=O